C(C(=C)C)(=O)OCCCC1=CC(=C(C(=C1)N1N=C2C(=N1)C=CC(=C2)Cl)O)C(C)(C)C 3-(3-(tert-butyl)-5-(5-chloro-2H-benzo[d][1,2,3]triazol-2-yl)-4-hydroxyphenyl)-propyl methacrylate